1,5,5-triethyl-1,3-cyclohexadiene C(C)C1=CC=CC(C1)(CC)CC